C(=C)S(=O)(=O)O vinyl-sulfonic acid